potassium piperazine-N,N'-bisdithiocarboxylate N1(CCN(CC1)C(=S)[S-])C(=S)[S-].[K+].[K+]